2,6-bis(4-(3,6-di-tert-butyl-9H-carbazol-9-yl)phenyl)anthracene-9,10-dione C(C)(C)(C)C=1C=CC=2N(C3=CC=C(C=C3C2C1)C(C)(C)C)C1=CC=C(C=C1)C1=CC=2C(C3=CC=C(C=C3C(C2C=C1)=O)C1=CC=C(C=C1)N1C2=CC=C(C=C2C=2C=C(C=CC12)C(C)(C)C)C(C)(C)C)=O